CC1=CC2=C(C=C1C)N(C3=C(N2)C(=O)NC(=O)N3)C[C@@H]([C@@H]([C@@H](COP(=O)([O-])OP(=O)([O-])OC[C@@H]4[C@H]([C@H]([C@@H](O4)N5C=NC6=C(N=CN=C65)N)O)O)O)O)O The molecule is the organophosphate oxoanion obtained by deprotonation of the diphosphate hydroxy groups of the reduced form of flavin adenine dinucleotide (FADH2). It has a role as a human metabolite and a Saccharomyces cerevisiae metabolite. It is a conjugate base of a FADH2.